(4-amino-5-chloro-2-methoxyphenyl)(4-ethylpiperazin-1-yl)methanone NC1=CC(=C(C=C1Cl)C(=O)N1CCN(CC1)CC)OC